N-(5-((6-((R)-3-(3-cyanophenyl)isoxazolidine-2-yl)pyrimidine-4-yl)amino)-2-(4-(8-cyclopropyl-3,8-diazabicyclo[3.2.1]octan-3-yl)piperidine-1-yl)-4-methoxyphenyl)acrylamide C(#N)C=1C=C(C=CC1)[C@@H]1N(OCC1)C1=CC(=NC=N1)NC=1C(=CC(=C(C1)NC(C=C)=O)N1CCC(CC1)N1CC2CCC(C1)N2C2CC2)OC